COC1=C(C=C2CCN(CC2=C1)C(=O)OC(C)(C)C)NC1=NC=C(C(=N1)Cl)C(F)(F)F 7-methoxy-6-(4-chloro-5-trifluoromethyl-pyrimidin-2-yl-amino)-2-N-t-butoxycarbonyl-1,2,3,4-tetrahydroisoquinoline